ClCC=1C(=NC(=CC1)C1=C(C(=CC=C1)C1=CC2=C(OCCO2)C=C1)C)C 3-(chloromethyl)-6-[3-(2,3-dihydro-1,4-benzodioxin-6-yl)-2-methyl-phenyl]-2-methyl-pyridine